O1C(OCC1)C1=CC2=C(OCO2)C=C1C(O)C1=CC2=C(OCO2)C=C1 (5-(1,3-dioxolan-2-yl)benzo[d][1,3]dioxol-6-yl)(benzo[d][1,3]dioxol-5-yl)methanol